C(C)(C)(C)N(C(O)=O)CCC1=CC(=CC=2C3=CC(=C(C=C3NC12)Cl)Cl)NC1=CC(=C(C=C1)Cl)C#N.FC1=C(C=C(C(=C1)F)F)CCCCC(=O)O 2,4,5-trifluoro-benzenepentanoic acid tert-butyl-(2-(6,7-dichloro-3-((4-chloro-3-cyanophenyl)amino)-9H-carbazol-1-yl)ethyl)carbamate